ClC=1C=CC(=C(C1)[C@@H]1C[C@@H](C=2N1N=C(N2)S(=O)(=O)[C@@H]2[C@H](C2)F)F)F (5s,7s)-5-(5-chloro-2-fluoro-phenyl)-7-fluoro-2-[(1s,2s)-2-fluorocyclopropyl]sulfonyl-6,7-dihydro-5H-pyrrolo[1,2-b][1,2,4]triazole